N1=NC(C=C2C(C=CC=C12)=O)=O Cinnoline-3,5-dione